C(C)OC(=O)C1=C(NC(=N[C@H]1C1=C(C(=CC=C1)F)C)C=1SC=CN1)CN1C[C@H]2[C@@H](CC1)C(N(C2)C2=CC=C(C(=O)O)C=C2)=O 4-((3ar,7ar)-5-(((S)-5-(ethoxycarbonyl)-6-(3-fluoro-2-methylphenyl)-2-(thiazol-2-yl)-3,6-dihydropyrimidin-4-yl)methyl)-1-oxooctahydro-2H-pyrrolo[3,4-c]pyridin-2-yl)benzoic acid